[4-(2-methoxyethyl)pyridin-3-yl]Boric acid COCCC1=C(C=NC=C1)OB(O)O